FC1(C[C@H](CCC1)[C@H](NC(=O)C1=CC=NN1C(C)C)C=1OC2=C(N1)C=C(C=C2)[C@@H](COC)N2C(N[C@@H](C2)C(F)(F)F)=O)F N-((S)-((S)-3,3-difluorocyclohexyl)(5-((S)-2-methoxy-1-((S)-2-oxo-4-(trifluoromethyl)imidazolidin-1-yl)ethyl)benzo[d]oxazol-2-yl)methyl)-1-isopropyl-1H-pyrazole-5-carboxamide